3-(benzyloxy)-1-(but-3-en-2-yl-(tert-butoxycarbonyl)amino)-4-oxo-5-((2,4-difluorobenzyl)carbamoyl)-1,4-dihydropyridine-2-carboxylic acid C(C1=CC=CC=C1)OC1=C(N(C=C(C1=O)C(NCC1=C(C=C(C=C1)F)F)=O)N(C(=O)OC(C)(C)C)C(C)C=C)C(=O)O